1-n-propylimidazolium C(CC)N1C=[NH+]C=C1